benzyl N-[4-({23-[(tert-butoxycarbonyl)amino]-3,6,9,12,15,18,21-heptaoxatricosan-1-yl}oxy)phenyl]carbamate C(C)(C)(C)OC(=O)NCCOCCOCCOCCOCCOCCOCCOCCOC1=CC=C(C=C1)NC(OCC1=CC=CC=C1)=O